C(C)(C)(C)OC(=O)N1CCC(CC1)C1=CC2=C(N(C(=N2)C2=CC(=C(C=C2)OC)OC)C(C)C)C=C1 4-(2-(3,4-dimethoxyphenyl)-1-isopropyl-1H-benzo[D]imidazol-5-yl)piperidine-1-carboxylic acid tert-butyl ester